NC1=NC=CC2=C1C(=NN2C(C)C)C2=NOC(=C2N2C(COCC2)=O)C2CC2 4-(3-(4-amino-1-isopropyl-1H-pyrazolo[4,3-c]pyridin-3-yl)-5-cyclopropylisoxazol-4-yl)morpholin-3-one